phenylmethyltrimethylsilane C1(=CC=CC=C1)C[Si](C)(C)C